succinimidyl-N-hydroxysuccinimide C1(CCC(N1C1C(=O)N(C(C1)=O)O)=O)=O